HYDROXYETHYL ETHER OCCOCCO